C1(=CC=CC=C1)[C@H]1CN(CCN1C1=NC=C(C=C1)C1=NOC(=N1)C(F)(F)F)C(=O)OC(C)(C)C tert-Butyl (S)-3-phenyl-4-(5-(5-(trifluoromethyl)-1,2,4-oxadiazol-3-yl)pyridin-2-yl)piperazine-1-carboxylate